4-((((1R,2R)-2-(4-((4,4-difluorocyclohexyl)carbamoyl)-2-thienyl)cyclopropyl)amino)methyl)benzoic Acid FC1(CCC(CC1)NC(=O)C=1C=C(SC1)[C@H]1[C@@H](C1)NCC1=CC=C(C(=O)O)C=C1)F